4-[(tert-butylsulfinylamino)(2-pyridyl)methyl]-1-{[2-(trimethylsilyl)ethoxy]-methyl}-2-pyrrolecarboxylic acid C(C)(C)(C)S(=O)NC(C=1C=C(N(C1)COCC[Si](C)(C)C)C(=O)O)C1=NC=CC=C1